OC[C@@H]1CCCCC(N1)=O (S)-7-(hydroxymethyl)azepan-2-one